α-(benzenesulfonyloxyimino)-4-chlorobenzyl cyanide C1(=CC=CC=C1)S(=O)(=O)ON=C(C1=CC=C(C=C1)Cl)C#N